4-(1-methylcyclopropyl)benzamidine CC1(CC1)C1=CC=C(C(=N)N)C=C1